(5-(((cis)-2-(3-(5-methylpyrimidin-2-yl)azetidin-1-yl)cyclohexyl)oxy)-1-oxoisoindolin-2-yl)piperidine-2,6-dione CC=1C=NC(=NC1)C1CN(C1)[C@@H]1[C@@H](CCCC1)OC=1C=C2CN(C(C2=CC1)=O)N1C(CCCC1=O)=O